C(CCC\C=C/CC)OC(CCC(=O)OCCCCC(CCCCOC(CCC(OCCCC\C=C/CC)OCCCC\C=C/CC)=O)OC(CCCN1CCCC1)=O)OCCCC\C=C/CC 5-((4-(pyrrolidin-1-yl)butanoyl)oxy)nonane-1,9-diyl bis(4,4-bis(((Z)-oct-5-en-1-yl)oxy)butanoate)